(((11aS,11bR)-3-((3-chloro-2-fluorobenzyl)carbamoyl)-4,6-dioxo-1,2,4,6,9,10,11a,11b-octahydro-8H-[1,3]oxazino[2',3':3,4]pyrazino[2,1,6-cd]indolizin-5-yl)oxy)methyl methyl carbonate C(OCOC1=C2N3[C@H](CCC3=C(C1=O)C(NCC1=C(C(=CC=C1)Cl)F)=O)[C@H]1N(C2=O)CCCO1)(OC)=O